COC([C@@H](NC(=O)OC(C)(C)C)CCC(=O)OC)=O t-Butoxycarbonyl-L-glutamic acid dimethyl ester